OCCNC1=NC(=CC(=C1)C=1C=C(C=CC1C)NC(=O)N1CC(=CC1)CC(F)(F)F)N1CCOCC1 N-(3-[2-[(2-hydroxyethyl)amino]-6-(morpholin-4-yl)pyridin-4-yl]-4-methylphenyl)-3-(2,2,2-trifluoroethyl)-2,5-dihydropyrrole-1-carboxamide